Cl.NC=1C(=C(C#N)C=CC1)C(C)(C)O amino-2-(2-hydroxypropan-2-yl)benzonitrile hydrochloride